C(C)(C)(C)OC(=O)N1CC(N(CC1)C1=C(N=NC(=C1)Cl)Cl)C=O.O1CCC(CC1)CC(=O)N 2-(tetrahydro-2H-pyran-4-yl)acetamide tert-butyl-4-(3,6-dichloropyridazin-4-yl)-3-formylpiperazine-1-carboxylate